NC1=C(C=C(C=N1)C1=CC=C(C=C1)C(=O)N1C[C@H](CC1)N(C)C)OCC1=C(C=C(C=C1)F)Cl {4-[6-amino-5-(2-chloro-4-fluoro-benzyloxy)-pyridin-3-yl]-phenyl}-[(3S)-3-dimethylamino-pyrrolidin-1-yl]-methanone